Methyl 2-(4-butoxyphenyl)-4,4-diethoxy-2-phenylbutanoate C(CCC)OC1=CC=C(C=C1)C(C(=O)OC)(CC(OCC)OCC)C1=CC=CC=C1